N-[4-(2-isobutylphenyl)-6-(2-methylphenoxy)-5-(1,1,2,2,2-pentafluoroethyl)pyrimidin-2-yl]-1-methyl-pyrazole-4-sulfonamide C(C(C)C)C1=C(C=CC=C1)C1=NC(=NC(=C1C(C(F)(F)F)(F)F)OC1=C(C=CC=C1)C)NS(=O)(=O)C=1C=NN(C1)C